2-(5-iodo-2-((R)-3-methylmorpholino)-7-(1-(tetrahydro-2H-pyran-2-yl)-1H-pyrazol-5-yl)imidazo[1,5-b]pyridazin-4-yl)-2-methylpropanenitrile IC=1N=C(N2N=C(C=C(C21)C(C#N)(C)C)N2[C@@H](COCC2)C)C2=CC=NN2C2OCCCC2